Cl.Cl.NCCCNCC=1C=CC(=C(C(=O)NC2=CC=C(C=C2)S(=O)(=O)N2CCC(CC2)CC(C)C)C1)N(S(=O)(=O)C)C 5-(((3-aminopropyl)amino)methyl)-N-(4-((4-isobutylpiperidin-1-yl)sulfonyl)phenyl)-2-(N-methylmethylsulfonamido)benzamide dihydrochloride